5,7-difluoro-2,3-dihydro-4H-chromen-4-one FC1=C2C(CCOC2=CC(=C1)F)=O